8-(3-furoyl)aminoquinoline O1C=C(C=C1)C(=O)NC=1C=CC=C2C=CC=NC12